ethyl 2,4-dioxo-5-phenylpentanoate O=C(C(=O)OCC)CC(CC1=CC=CC=C1)=O